N-((3R,5R)-1-cyano-5-(methoxymethyl)pyrrolidin-3-yl)-5-(2-cyclopropoxy-5-(trifluoromethyl)phenyl)-oxazole-2-carboxamide C(#N)N1C[C@@H](C[C@@H]1COC)NC(=O)C=1OC(=CN1)C1=C(C=CC(=C1)C(F)(F)F)OC1CC1